methyl-N-pentyl-pyridine-2-carboxamide CC=1C(=NC=CC1)C(=O)NCCCCC